C(O)([O-])=O.[Na+].P(O)(O)(O)=O phosphoric acid Sodium hydrogencarbonate